ClC=1C(=C(C=CC1OCC1CCOCC1)NC=1C2=C(N=CN1)C=CC(=N2)O[C@@H]2CN(CC2)C(=O)OC(C)(C)C)F tert-Butyl (S)-3-((4-((3-chloro-2-fluoro-4-((tetrahydro-2H-pyran-4-yl)methoxy)phenyl)amino)pyrido[3,2-d]pyrimidin-6-yl)oxy)pyrrolidine-1-carboxylate